S(=O)(=O)(C1=CC=C(C)C=C1)C(CC1=CC(=CC=C1)C)[N+]#[C-] TOSYL-(3-METHYLBENZYL)-METHYLISOCYANIDE